6-Chloro-1-(4-cyclopropyl-6-isopropyl-pyrimidin-5-yl)-4-[(2S,5R)-2,5-dimethyl-4-prop-2-enoyl-piperazin-1-yl]-7-(o-tolyl)pyrido[2,3-d]pyrimidin-2-one ClC1=CC2=C(N(C(N=C2N2[C@H](CN([C@@H](C2)C)C(C=C)=O)C)=O)C=2C(=NC=NC2C(C)C)C2CC2)N=C1C1=C(C=CC=C1)C